FC(C1=C(CNC=C1)C(=O)N)(F)F 4-(trifluoromethyl)-1H-pyridine-3-carboxamide